3-((3H-diazirin-3-yl)methyl)-1-(tert-butoxycarbonyl)-indole N1=NC1CC1=CN(C2=CC=CC=C12)C(=O)OC(C)(C)C